C(C)(C)(C)OC(=O)[C@]1(C[C@H](N(CC1)CC1=C(C(=CC=C1)Cl)F)C)CC1=NC(=CC(=C1F)C(C)(C)F)Br (2r,4r)-4-((6-bromo-3-fluoro-4-(2-fluoropropane-2-yl)pyridin-2-yl)methyl)-1-(3-chloro-2-fluorobenzyl)-2-methylpiperidine-4-carboxylic acid tert-butyl ester